2-(4-(4-methoxyphenoxy)phenyl)-5,6,7,8-tetrahydroimidazo[1,2-b]pyridazine-3-carboxamide COC1=CC=C(OC2=CC=C(C=C2)C=2N=C3N(NCCC3)C2C(=O)N)C=C1